O/N=C/C1=CCCC(C1)COC (E)-N-hydroxy-1-[5-(methoxymethyl)-1-cyclohexen-1-yl]methanimine